COC(CCCC(=O)[O-])C 3-Methoxy-n-butylacetat